18-(benzyloxy)-18-oxooctadeca-7-yl dodecanoate C(CCCCCCCCCCC)(=O)OC(CCCCCC)CCCCCCCCCCC(=O)OCC1=CC=CC=C1